[Ni](=S)(=S)(=S)=S.[Co] cobalt-nickel tetrasulfide